[(2S)-pyrrolidin-2-yl]methyl 4-[[4-[[2-(6-methyl-2-pyridyl)pyrimidin-4-yl]amino]pyrimidin-2-yl]amino]thiophene-2-carboxylate CC1=CC=CC(=N1)C1=NC=CC(=N1)NC1=NC(=NC=C1)NC=1C=C(SC1)C(=O)OC[C@H]1NCCC1